C(C)(C)(C)OC(NC1=CC(=C(C=C1)C)CCC=O)=O (4-methyl-3-(3-oxopropyl)phenyl)carbamic acid tert-butyl ester